C(C)(C)(C)S(=O)NC(C1=C(C=CC(=C1)[N+](=O)[O-])F)OC(=O)N1C(CCC1)=O (((tert-butylsulfinyl)amino)(2-fluoro-5-nitrophenyl)methyl)-2-oxopyrrolidine-1-carboxylate